C(C)(=O)[C@H]1N(C[C@H](C1)F)C(=O)OC(C)(C)C tert-butyl (2S,4S)-2-acetyl-4-fluoropyrrolidine-1-carboxylate